N1CC(CCC1)CNC1=NC=NC=C1 N-(piperidin-3-ylmethyl)pyrimidin-4-amine